4-methyl-N-(1-(4-(trifluoromethyl)benzyl)-1H-indazol-3-yl)thiazole-5-carboxamide CC=1N=CSC1C(=O)NC1=NN(C2=CC=CC=C12)CC1=CC=C(C=C1)C(F)(F)F